N(=[N+]=[N-])CCOCCOCCOCCOCCOCCOCCOCCOCCOCCOCCOCCNC(CC[C@H](NC(CCCCCCCCCCCCCCCCC(=O)OC(C)(C)C)=O)C(=O)OC(C)(C)C)=O tert-butyl (S)-1-azido-40-(tert-butoxycarbonyl)-37,42-dioxo-3,6,9,12,15,18,21,24,27,30,33-undecaoxa-36,41-diazanonapentacontan-59-oate